ClC=1C(NC(=NC1O)C(C)C)=O 5-chloro-6-hydroxy-2-isopropyl-3H-pyrimidin-4-one